(2S,5R)-5-(2-chlorophenyl)-1-(4-(2-chloropyridin-4-yl)benzoyl)pyrrolidine-2-carboxylic acid ClC1=C(C=CC=C1)[C@H]1CC[C@H](N1C(C1=CC=C(C=C1)C1=CC(=NC=C1)Cl)=O)C(=O)O